FC1=CC=C(C=C1)S(=O)(=O)OC=1C(=CC=2C3CCC4(C(CCC4C3CCC2C1)OS(=O)(=O)C1=CC=C(C=C1)F)C)OC 2-methoxy-13-methyl-7,8,9,11,12,13,14,15,16,17-decahydro-6H-cyclopenta[a]phenanthrene-3,17-diyl bis(4-fluorobenzenesulfonate)